tert-butyl (4-(((1-(4-(2,6-dioxopiperidin-3-yl)phenyl)piperidin-4-yl) methyl)amino)cyclohexyl)carbamate O=C1NC(CCC1C1=CC=C(C=C1)N1CCC(CC1)CNC1CCC(CC1)NC(OC(C)(C)C)=O)=O